3-aminopropyl-isopropyl-dichlorosilane Ethyl-pelargonate C(C)OC(CCCCCCCC)=O.NCCC[Si](Cl)(Cl)C(C)C